4-aminobutylethyl-diethoxysilane NCCCC[Si](OCC)(OCC)CC